NCCOCCOCCOCCOCCOC1=CC=C(C=C1)CCC=1C(=NN(C1O)C1=NC2=C(N1)C=CC(=C2)Cl)C2=CC=C(C=C2)C(F)(F)F 4-(2-{4-[(14-amino-3,6,9,12-tetraoxatetradecan-1-yl)oxy]phenyl}ethyl)-1-(5-chloro-1H-1,3-benzodiazol-2-yl)-3-[4-(trifluoromethyl)phenyl]-1H-pyrazol-5-ol